ClC1=C(C(=CC=C1C1CC1)Cl)[C@@H](C)N1N=NC=2C=NC(=CC21)C=2C=C(SC2)C(=O)O (R)-4-(1-(1-(2,6-dichloro-3-cyclopropylphenyl)ethyl)-1H-[1,2,3]triazolo[4,5-c]pyridin-6-yl)thiophene-2-carboxylic acid